6-(4-(5-((7-Cyclopropoxy-4-oxo-3,4-dihydrophthalazin-1-yl)methyl)-2-fluorobenzoyl)piperazin-1-yl)nicotinonitrile C1(CC1)OC1=CC=C2C(NN=C(C2=C1)CC=1C=CC(=C(C(=O)N2CCN(CC2)C2=NC=C(C#N)C=C2)C1)F)=O